N-tert-octyl-formamide C(C)(C)(CC(C)(C)C)NC=O